CC1=C(C=C(C=C1)NC(=O)N1[C@H]2CN([C@@H](C1)C2)C(=O)OC(C)(C)C)C2=NC=CC=C2 tert-butyl (1R,4R)-5-((4-methyl-3-(pyridin-2-yl) phenyl) carbamoyl)-2,5-diazabicyclo[2.2.1]heptane-2-carboxylate